The molecule is a nucleotide-sugar oxoanion arising from deprotonation of the free diphosphate OH groups of dTDP-3-dehydro-4,6-dideoxy-alpha-D-glucose; major species at pH 7.3. It is a conjugate base of a dTDP-3-dehydro-4,6-dideoxy-alpha-D-glucose. C[C@@H]1CC(=O)[C@H]([C@H](O1)OP(=O)([O-])OP(=O)([O-])OC[C@@H]2[C@H](C[C@@H](O2)N3C=C(C(=O)NC3=O)C)O)O